7-((R)-2-((3S,4S,E)-3-hydroxy-4-methylnon-1-en-6-yn-1-yl)-5-oxopyrrolidin-1-yl)heptanoic acid O[C@H](/C=C/[C@@H]1N(C(CC1)=O)CCCCCCC(=O)O)[C@H](CC#CCC)C